O=C1N(CC2=CC(=CC=C12)C1=NC=CC(=C1)CN1CCC(CC1)C1=CC=C(C=C1)C)C1C(NC(CC1)=O)=O 3-(1-oxo-5-(4-((4-(p-tolyl)piperidin-1-yl)methyl)pyridin-2-yl)isoindolin-2-yl)piperidine-2,6-dione